C(C)\C=C\C1=C(C=CC(=C1)OC)OC ethyl-(E)-2-(2,5-dimethoxyphenyl)ethylene